tert-butyl (2R,3S,4S)-4-[(tert-butoxycarbonyl)oxy]-2-[(4-methoxy phenyl)methyl]-3-{[(2H-1,2,3,4-tetrazol-5-ylmethyl)carbamoyl]oxy}pyrrolidine-1-carboxylate C(C)(C)(C)OC(=O)O[C@@H]1[C@H]([C@H](N(C1)C(=O)OC(C)(C)C)CC1=CC=C(C=C1)OC)OC(NCC=1N=NNN1)=O